N1(CCC1)CCOC=1C=CC(=NC1)Br 5-(2-(azetidin-1-yl)ethoxy)-2-bromopyridine